[Na+].[Na+].[Na+].OC=1C=C(C=2C=CC3=C(C=C(C=4C=CC1C2C43)S(=O)(=O)[O-])S(=O)(=O)[O-])S(=O)(=O)[O-] 8-hydroxy-1,3,6-pyrenetrisulfonic acid, trisodium salt